2-[methyl-(6-pentyl-4-phenylquinolin-2-yl)amino]acetic acid CN(CC(=O)O)C1=NC2=CC=C(C=C2C(=C1)C1=CC=CC=C1)CCCCC